C(C)(C)(C)C1=C(C(=C(C(=C1)O)C(C)(C)C)C)C(CCC)C=1C(=CC(=CC1)O)C di-t-butyl-4,4'-butylidenedi-m-cresol